1-(4-((tert-butoxycarbonyl)amino)-3-chloropyridin-2-yl)-5-(trifluoromethyl)-1H-pyrazole-4-carboxylic acid C(C)(C)(C)OC(=O)NC1=C(C(=NC=C1)N1N=CC(=C1C(F)(F)F)C(=O)O)Cl